N-(aminoethyl)-1,3-propylenediamine NCCNCCCN